F[C@H]1CN(CC1)C1=CC(=CC(=N1)N1N=CC=2C(=NC(=CC21)C=2C=NC=CC2OC)C)N2[C@@H]([C@H](C2)CS(=O)(=O)C)C 1-(6-((R)-3-Fluoropyrrolidin-1-yl)-4-((2R,3S)-2-methyl-3-((methylsulfonyl)methyl)azetidin-1-yl)pyridin-2-yl)-6-(4-methoxypyridin-3-yl)-4-methyl-1H-pyrazolo[4,3-c]pyridine